COC1=CC=C(C=C1)C(C)C(C(=O)N)N1N=CC=2N(C1=O)C(=CC2)C 1-(4-methoxyphenyl)ethyl-2-(6-methyl-4-oxopyrrolo[1,2-d][1,2,4]triazin-3(4H)yl)acetamide